7-chloro-2-phenyl-1,2,3,4-tetrahydro-2,6-naphthyridine ClC1=NC=C2CCN(CC2=C1)C1=CC=CC=C1